C(C)C=1C(N=CC1C)(C)C=1C(C(C1O)=O)=O 3-(3-ethyl-2,4-dimethylpyrrol-2-yl)-4-hydroxy-3-cyclobuten-1,2-dione